2-(3'-chloro-biphenyl-3-yl)-4,6-diphenyl-1,3,5-Triazine ClC=1C=C(C=CC1)C1=CC(=CC=C1)C1=NC(=NC(=N1)C1=CC=CC=C1)C1=CC=CC=C1